α-azido-4-isopropoxy-2-methylphenyl-isobutanone ammonium hydrogen carbonate C(O)([O-])=O.[NH4+].N(=[N+]=[N-])C(C(C)(C)C1=C(C=C(C=C1)OC(C)C)C)=O